3-bromo-1-(2,4-dimethoxybenzyl)pyrrolidin-2-one BrC1C(N(CC1)CC1=C(C=C(C=C1)OC)OC)=O